FC=1C=2N(C=C(C1)C1=CNC=3N=C(N=CC31)NCC(F)(F)F)C(=CN2)CO (8-fluoro-6-(2-((2,2,2-trifluoroethyl)amino)-7H-pyrrolo[2,3-d]pyrimidin-5-yl)imidazo[1,2-a]pyridin-3-yl)methanol